3β-acetoxy-5α-hydroxy-6β-[2-(1H-imidazol-4-yl)ethylamino]campestane C(C)(=O)O[C@@H]1C[C@@]2([C@@H](C[C@H]3[C@@H]4CC[C@H]([C@@H](CC[C@H](C(C)C)C)C)[C@]4(CC[C@@H]3[C@]2(CC1)C)C)NCCC=1N=CNC1)O